C1=CC=CC=2OC3=CC=CC=C3C(C12)O xanthyl alcohol